CN1N=CC(=C1)C1=NC=2C(=NC=CC2C=2C=CC3=C(CCCC[C@@H]3NC(=O)C3=NOC(=N3)C(C)(C)C)C2)N1 5-tert-Butyl-[1,2,4]oxadiazole-3-carboxylic acid {(S)-2-[2-(1-methyl-1H-pyrazol-4-yl)-3H-imidazo[4,5-b]pyridin-7-yl]-6,7,8,9-tetrahydro-5H-benzocyclohepten-5-yl}-amid